[Si](C)(C)(C(C)(C)C)O[C@H](C)C1[C@H](NC1=O)CC(=O)N1C(OC[C@@H]1C1=CC=CC=C1)=O (4S)-3-(2-((2R)-3-((R)-1-(tert-butyldimethylsilyloxy)ethyl)-4-oxoazetidin-2-yl)acetyl)-4-phenyloxazolidin-2-one